C1(=CC=C(C=C1)C(=O)OCC[C@@H](C(=O)OC(C)(C)C)NC(=O)OC(C)(C)C)C1=CC=CC=C1 (S)-4-(tert-butoxy)-3-((tert-butoxycarbonyl)amino)-4-oxobutyl [1,1'-biphenyl]-4-carboxylate